[Ga]=S.[Ba] Barium-Gallium-Sulfid